4-bromo-2-(1-tert-butoxycarbonyl-3-cyano-azetidin-3-yl)benzoic acid BrC1=CC(=C(C(=O)O)C=C1)C1(CN(C1)C(=O)OC(C)(C)C)C#N